(R)-4-(5-(2-cyanoethyl)-1,3,4-thiadiazol-2-yl)-2-fluoro-N-(8-methylisoquinolin-1-yl)-N-(piperidin-3-yl)benzamide C(#N)CCC1=NN=C(S1)C1=CC(=C(C(=O)N([C@H]2CNCCC2)C2=NC=CC3=CC=CC(=C23)C)C=C1)F